(E)-N-benzyl-(4-ethoxy)-3-phenoxycinnamamide C(C1=CC=CC=C1)NC(\C=C\C1=CC(=C(C=C1)OCC)OC1=CC=CC=C1)=O